N1(CC1)C=1C=C(C[C@H](N)C(=O)O)C=CC1 3-(aziridin-1-yl)-phenylalanine